cis-cis-muconat C(\C=C/C=C\C(=O)[O-])(=O)[O-]